C([C@@H](CCCCCCCCCCCC)O)O (2R)-tetradecane-1,2-diol